C(#N)[C@H]1N(CSC1)C(CNC(=O)C1=CC=NC2=CC=C(C=C12)N1CC(CC1)(C)C)=O (R)-N-(2-(4-Cyanothiazolidin-3-yl)-2-oxoethyl)-6-(3,3-dimethylpyrrolidin-1-yl)quinoline-4-carboxamide